C(C)OC(=O)CC(C)OC=1C2=CC=CC=C2C(=C2C=CC=CC12)OC(CC(=O)OCC)C 9,10-bis(ethoxycarbonylpropyleneoxy)anthracene